O=C(OCC1=CC=CC=C1)NCCC(NCCOCCOCCC(=O)O)=O 3,7-dioxo-1-phenyl-2,11,14-trioxa-4,8-diazaheptadecane-17-oic acid